NC=1C(=NC(=CC1)Br)CN1C(=CC(=C1)C1=CC=C(C=C1)F)C(=O)OC Methyl 1-((3-amino-6-bromopyridin-2-yl)methyl)-4-(4-fluorophenyl)-1H-pyrrole-2-carboxylate